7-[5-(4-hydroxyethyl-1-piperazinyl)pentoxy]-3-acetylcoumarin oxime OCCN1CCN(CC1)CCCCCOC1=CC=C2C=C(C(OC2=C1)=NO)C(C)=O